(R)-1-Cyclopropyl-6-fluoro-7-(4-(4-(4-(1-hydroxy-2-(N-methylacetamido)ethyl)phenoxy)butyl)piperazin-1-yl)-4-oxo-1,4-dihydroquinoline-3-carboxylic acid C1(CC1)N1C=C(C(C2=CC(=C(C=C12)N1CCN(CC1)CCCCOC1=CC=C(C=C1)[C@H](CN(C(C)=O)C)O)F)=O)C(=O)O